tert-butyl N-[3-[2-(4-cyclopropyl-6-methoxy-pyrimidin-5-yl)-4-methylsulfonyl-pyrimidin-5-yl]propyl]carbamate C1(CC1)C1=NC=NC(=C1C1=NC=C(C(=N1)S(=O)(=O)C)CCCNC(OC(C)(C)C)=O)OC